(S)-4-((2-((5,5-dimethyl-4,5,6,7-tetrahydrobenzofuran-4-yl)amino)-3,4-dioxocyclobut-1-en-1-yl)amino)-3-hydroxy-N,N-dimethylpicolinamide CC1(CCC2=C(C=CO2)[C@H]1NC1=C(C(C1=O)=O)NC1=C(C(=NC=C1)C(=O)N(C)C)O)C